(R)-5-(1-(3-(5-(3-((cyclopropylmethyl)amino)piperidin-1-yl)pyridin-2-yl)oxetan-3-yl)-1H-1,2,3-triazol-4-yl)-N,N-dimethylpyridin-3-amine C1(CC1)CN[C@H]1CN(CCC1)C=1C=CC(=NC1)C1(COC1)N1N=NC(=C1)C=1C=C(C=NC1)N(C)C